C(C1=CC=CC=C1)C1(CCC(CC1)(N(C)C)C1=CC=C(C=C1)Br)O 1-benzyl-4-(4-bromo-phenyl)-4-dimethylamino-cyclohexanol